O1COC2=NC=C(C=C21)C=O [1,3]DIOXOLO[4,5-B]PYRIDINE-6-CARBALDEHYDE